C(C1=CC=CC=C1)C(CC1=NOC(O1)=O)CC 3-(2-Benzylbutyl)-1,4,2-dioxazol-5-one